N1(CCOCC1)C(=O)C1=CC=C(C(=O)OC2CN(C2)C=2N=C(C3=C(N2)CC[S+]3[O-])N(C3CCOCC3)C)C=C1 [1-[4-[methyl(tetra-hydropyran-4-yl)amino]-5-oxido-6,7-dihydro-thieno[3,2-d]pyrimidin-5-ium-2-yl]azetidin-3-yl] 4-(morpholine-4-carbonyl)benzoate